3-hydroxy-2-(naphthalen-2-yl)propan-1-one OCC(C=O)C1=CC2=CC=CC=C2C=C1